6-chloro-1-(1-(5-(hydroxymethyl)pyrimidin-2-yl)piperidin-4-yl)-4-methyl-1,4-dihydroquinoxaline-2,3-Dion ClC=1C=C2N(C(C(N(C2=CC1)C1CCN(CC1)C1=NC=C(C=N1)CO)=O)=O)C